5-(4-oxo-7-azaspiro[2.5]oct-7-yl)pyrazolo[1,5-a]pyrimidine-3-carboxamide O=C1C2(CC2)CN(CC1)C1=NC=2N(C=C1)N=CC2C(=O)N